OCCC(=O)NCCO 3-hydroxy-N-(2-hydroxyethyl)propionamide